CC=1C(=NC=CC1)C#CC1=CC=C(C=C1)C1=NN(C=C1C1=CC=NC=C1)C 3-methyl-2-((4-(1-methyl-4-(pyridin-4-yl)-1H-pyrazol-3-yl)phenyl)ethynyl)pyridine